4-(benzyloxy)-3,5-difluoro-2-iodobenzoyl chloride C(C1=CC=CC=C1)OC1=C(C(=C(C(=O)Cl)C=C1F)I)F